FC1=NC=CC(=C1C)B(O)O 2-FLUORO-3-METHYLPYRIDINE-4-BORONIC ACID